ClC1=C(C=CC(=C1)Cl)C=1C=C(NC1)C(=O)NC1C2CC3CC(CC1C3)(C2)O 4-(2,4-dichlorophenyl)-N-(5-hydroxyadamantan-2-yl)-1H-pyrrole-2-carboxamide